(2S,3S,4R,5R)-2-((R)-5,6-difluoro-1,3-dihydroisobenzofuran-1-yl)-5-(4-(ethoxymethyl)-7H-pyrrolo[2,3-d]pyrimidin-7-yl)tetrahydrofuran-3,4-diol FC=1C=C2CO[C@H](C2=CC1F)[C@H]1O[C@H]([C@@H]([C@@H]1O)O)N1C=CC2=C1N=CN=C2COCC